C(N)(=O)C=1C(=NC(=NC1)N1C[C@@H](C[C@@H](C1)O[Si](CC)(CC)CC)NC(OC(C)(C)C)=O)NC1=CC(=NC(=C1)C(C)C)C(C)C tert-butyl ((3R,5S)-1-(5-carbamoyl-4-((2,6-diisopropylpyridin-4-yl)amino)pyrimidin-2-yl)-5-((triethylsilyl)oxy)piperidin-3-yl)carbamate